CN(C/C=C/C(=O)N(C)[C@H](C(=O)NCCC=1C=C(C=CC1)NC=1C(=NC(=C(N1)NC1CCOCC1)CC)C(=O)N)C)C (S,E)-3-((3-(2-(2-(4-(dimethylamino)-N-methylbut-2-enamido)propanamido)ethyl)phenyl)amino)-6-ethyl-5-((tetrahydro-2H-pyran-4-yl)amino)pyrazine-2-carboxamide